ClC=1C(=NC(=NC1)NC1=CC(=C(C=C1OC(C)C)C1CCN(CC1)CC1=CC=C(C=C1)N1C(NC(CC1)=O)=O)C)NC1=C(C=CC=C1)S(=O)(=O)C(C)C 1-(4-((4-(4-((5-chloro-4-((2-(isopropylsulfonyl)phenyl)amino)pyrimidin-2-yl)amino)-5-isopropoxy-2-methylphenyl)piperidin-1-yl)methyl)phenyl)dihydropyrimidine-2,4(1H,3H)-dione